methyl 2-((4-(3-((4-cyano-2-fluorobenzyl) oxy) phenoxy) piperidin-1-yl) methyl)-1-((1-ethyl-1H-imidazol-5-yl) methyl)-1H-benzo[d]imidazole-6-carboxylate C(#N)C1=CC(=C(COC=2C=C(OC3CCN(CC3)CC3=NC4=C(N3CC3=CN=CN3CC)C=C(C=C4)C(=O)OC)C=CC2)C=C1)F